tert-butyl (benzyloxy)(methyl)carbamate C(C1=CC=CC=C1)ON(C(OC(C)(C)C)=O)C